CS(=O)(=O)OCC=1C=NN(C1)S(=O)(=O)C (1-(methylsulfonyl)-1H-pyrazol-4-yl)methyl methanesulfonate